ClC1=NC=CC(=N1)C1=C(C=CC=C1)NC1=CC=CC=C1 2-chloro-4-(2-anilinophenyl)pyrimidine